(3S)-1-{2-[1-(4-fluorophenyl)-1H-pyrazol-4-yl]-1,3-thiazole-4-carbonyl}-3-methylpiperazine FC1=CC=C(C=C1)N1N=CC(=C1)C=1SC=C(N1)C(=O)N1C[C@@H](NCC1)C